(3-amino-3-oxopropyl)(2-((3-chloro-2-fluorophenylmethyl)amino)-2-oxoethyl)-1H-indazole-3-carboxamide NC(CCC1=C2C(=NN(C2=CC=C1)CC(=O)NCC1=C(C(=CC=C1)Cl)F)C(=O)N)=O